2-hydroxy-2-methyl-4-oxobutanoic acid ethyl ester C(C)OC(C(CC=O)(C)O)=O